(6aR)-8-acryloyl-4-chloro-3-(2-fluoro-6-hydroxyphenyl)-1-((2S,4S)-4-hydroxy-2-methylpyrrolidin-1-yl)-6,6a,7,8,9,10-hexahydro-12H-pyrazino[2,1-c]pyrido[3,4-f][1,4]oxazepin-12-one C(C=C)(=O)N1C[C@@H]2COC3=C(C(N2CC1)=O)C(=NC(=C3Cl)C3=C(C=CC=C3O)F)N3[C@H](C[C@@H](C3)O)C